Cl.BrC1=CC(=C(C=C1)[C@@H](C)N)Cl (R)-1-(4-bromo-2-chlorophenyl)ethan-1-amine Hydrochloride